methyl 5,6,7,8-tetrahydroindolizine-1-carboxylate C=1(C=CN2CCCCC12)C(=O)OC